ClC=1C(=NC(=NC1)N1C[C@@](CC1)(C)O)NC1=CC=2C3=C(C(N(C2C=C1)C)=O)OCC([C@@H](N3)C3CC3)(F)F (S)-10-((5-chloro-2-((S)-3-hydroxy-3-methylpyrrolidin-1-yl)pyrimidin-4-yl)amino)-2-cyclopropyl-3,3-difluoro-7-methyl-1,2,3,4-tetrahydro-[1,4]oxazepino[2,3-c]quinolin-6(7H)-one